BrC1=CC=C(C(=N1)Cl)CN1CC(C1)CO (1-((6-bromo-2-chloropyridin-3-yl)methyl)azetidin-3-yl)methanol